O1CCC(CC1)NC1=NC=CC(=N1)C1=CC=C2CN(C(C2=C1)=O)CC(N1CC2=CC=CC=C2CC1)=O 6-{2-[(oxan-4-yl)amino]pyrimidin-4-yl}-2-[2-oxo-2-(1,2,3,4-tetrahydroisoquinolin-2-yl)ethyl]-2,3-dihydro-1H-isoindol-1-one